2-butyl-hexanoic acid C(CCC)C(C(=O)O)CCCC